methyl O-((2-oxabicyclo[2.2.2]octan-4-yl)methyl)-N-(((4-nitrobenzyl)oxy) carbonyl)-L-threoninate C12OCC(CC1)(CC2)CO[C@@H]([C@H](NC(=O)OCC2=CC=C(C=C2)[N+](=O)[O-])C(=O)OC)C